(E)-tert-butyldiphenyl((4-((tetrahydro-2H-pyran-2-yl)oxy)-2-(2,2,2-trifluoroethyl)but-2-en-1-yl)oxy)silane C(C)(C)(C)[Si](OC\C(=C\COC1OCCCC1)\CC(F)(F)F)(C1=CC=CC=C1)C1=CC=CC=C1